C(C)C=1C(=CC=C2C=C(C=C(C12)N1CC=2N=C(N=C(C2CC1)N1CC(CCC1)(O)C)OCC12CCCN2CCC1)O)F 1-(7-(8-ethyl-7-fluoro-3-hydroxynaphthalen-1-yl)-2-((hexahydro-1H-pyrrolizin-7a-yl)methoxy)-5,6,7,8-tetrahydropyrido[3,4-d]pyrimidin-4-yl)-3-methylpiperidin-3-ol